NC1=NC=CC(=C1)C1=C2CCN(C2=CC=C1)C(=O)[C@H]1N(CCC1)C#N (S)-2-(4-(2-aminopyridin-4-yl)indoline-1-carbonyl)pyrrolidine-1-carbonitrile